tert-butyl N-(6-bromohexyl)carbamate BrCCCCCCNC(OC(C)(C)C)=O